CC1(OB(OC1(C)C)C1=C(OCCNC(OC(C)(C)C)=O)C=CC=C1)C tert-butyl N-[2-[2-(4,4,5,5-tetramethyl-1,3,2-dioxaborolan-2-yl)phenoxy]ethyl]carbamate